FC(C1=CC=C(C=N1)N1CCCCC1)(F)F (R)-1-(6-(trifluoromethyl)pyridin-3-yl)piperidin